5-Chloro-2-methylpyridine-3-sulfonyl chloride ClC=1C=C(C(=NC1)C)S(=O)(=O)Cl